FC=1C=C2C(N(C=NC2=CC1C=1C=C(C=2N(C1)C=C(N2)C)F)C2CCNCC2)=O 6-fluoro-7-{8-fluoro-2-methylimidazo[1,2-a]pyridin-6-yl}-3-(piperidin-4-yl)quinazolin-4-one